CN1N=CC(=C1C1=CC=C(N=N1)NC(=O)C1CC2(CN(C2)C(=O)OC(C)(C)C)C1)C tert-Butyl 6-((6-(1,4-dimethyl-1H-pyrazol-5-yl)pyridazin-3-yl)carbamoyl)-2-azaspiro[3.3]heptane-2-carboxylate